2-(8-(benzo[d]thiazol-2-ylcarbamoyl)-3,4-dihydroisoquinolin-2(1H)-yl)-5-(3-(4-(3-(dimethylamino)prop-1-yn-1-yl)-2-fluorophenoxy)propyl)thiazole-4-carboxylic acid S1C(=NC2=C1C=CC=C2)NC(=O)C=2C=CC=C1CCN(CC21)C=2SC(=C(N2)C(=O)O)CCCOC2=C(C=C(C=C2)C#CCN(C)C)F